N-(4-(3-(cyanomethyl)-6-(pyrazolo[1,5-a]pyrimidin-3-yl)-1H-pyrazolo[4,3-c]pyridin-1-yl)-3-methoxybenzyl)-N-(2,4-dimethoxybenzyl)methane-sulfonamide C(#N)CC1=NN(C2=C1C=NC(=C2)C=2C=NN1C2N=CC=C1)C1=C(C=C(CN(S(=O)(=O)C)CC2=C(C=C(C=C2)OC)OC)C=C1)OC